2-(4-(4-(aminomethyl)-1-oxo-1,2-dihydrophthalazin-6-yl)-1-methyl-1H-pyrazol-5-yl)-4-methoxybenzonitrile NCC1=NNC(C2=CC=C(C=C12)C=1C=NN(C1C1=C(C#N)C=CC(=C1)OC)C)=O